methyl (1r,2'S,4S)-6'-(benzyloxy)-4-(3-chloroanilino)-2'-[(2R)-3-hydroxy-2-methylpropyl]-2',3'-dihydrospiro[cyclohexane-1,1'-indene]-4-carboxylate C(C1=CC=CC=C1)OC1=CC=C2C[C@@H](C3(C2=C1)CCC(CC3)(C(=O)OC)NC3=CC(=CC=C3)Cl)C[C@H](CO)C